C1(CC1)OC=1C=C(C(=O)OC)C=C(C1N=NN(CC)CC)C#CC Methyl 3-cyclopropoxy-4-(3,3-diethyltriaz-1-en-1-yl)-5-(prop-1-yn-1-yl)benzoate